FC(S(=O)(=O)OC1=CC(=C(C=C1)C1CC1)C#N)(F)F 3-cyano-4-cyclopropylphenyl trifluoromethanesulfonate